CC=1N=C2N(N=C(C=C2C)C=2N=C3N(C(C2)=O)C=C(C=C3C)N3CCNC2(CC2)C3)C1 2-(2,8-Dimethylimidazo[1,2-b]pyridazin-6-yl)-9-methyl-7-(4,7-diazaspiro[2.5]octan-7-yl)-4H-pyrido[1,2-a]pyrimidin-4-on